2-((4-chlorobenzyl)sulfonyl)-5-phenoxyazole ClC1=CC=C(CS(=O)(=O)C=2NC(=CC2)OC2=CC=CC=C2)C=C1